3-(2-bromo-6-chloropyridin-4-yl)piperazine-1-carboxylate BrC1=NC(=CC(=C1)C1CN(CCN1)C(=O)[O-])Cl